COC(\C=C\C1=CC(=C(C(=C1)F)[C@H]1N([C@@H](CC2=C1NC1=CC=CC=C21)C)C21CC(C2)(C1)C(F)(F)F)F)=O (E)-3-(3,5-difluoro-4-((1R,3R)-3-methyl-2-(3-(trifluoromethyl)bicyclo[1.1.1]Pent-1-yl)-2,3,4,9-tetrahydro-1H-pyrido[3,4-b]Indol-1-yl)phenyl)acrylic acid methyl ester